ClCCCCCCOCCOCCNC(CN1N=NC(=C1)COC1=C(C=CC(=C1)[N+](=O)[O-])N(CC(=O)OCOC(C)=O)CC(=O)OCOC(C)=O)=O bis(acetoxymethyl) 2,2'-((2-((1-(2-((2-(2-((6-chlorohexyl)oxy)ethoxy)ethyl)amino)-2-oxoethyl)-1H-1,2,3-triazol-4-yl)methoxy)-4-nitrophenyl)azanediyl)diacetate